C(C)(=O)C1CCC2C(CCCC12C)O[Si](CC)(CC)CC 1-acetyl-7a-methyl-4-[(triethylsilyl)oxy]octahydro-1H-indene